6-methoxy-3-(2-(3-(trifluoromethoxy)phenyl)thiazol-5-yl)-3,4-dihydroacridine-1,9(2H,10H)-dione COC=1C=C2NC=3CC(CC(C3C(C2=CC1)=O)=O)C1=CN=C(S1)C1=CC(=CC=C1)OC(F)(F)F